(S)-1-((2R,3S,4S,5R)-5-(2-acetamido-8-oxo-7-(prop-2-yn-1-yl)-7,8-dihydro-9H-purin-9-yl)-4-acetoxy-3-fluorotetrahydrofuran-2-yl)propyl acetate C(C)(=O)O[C@@H](CC)[C@H]1O[C@H]([C@@H]([C@H]1F)OC(C)=O)N1C2=NC(=NC=C2N(C1=O)CC#C)NC(C)=O